4-(1,3-Benzoxazol-2-yl)-4-hydroxypiperidine-1-carboxylic acid tert-butyl ester C(C)(C)(C)OC(=O)N1CCC(CC1)(O)C=1OC2=C(N1)C=CC=C2